C1(CC1)S(=O)(=O)N1CCC(CC1)NC=1N=CC2=C(N1)N(C(C=C2C)=O)[C@H]2[C@](CCC2)(C)O 2-((1-(cyclopropylsulfonyl)piperidin-4-yl)amino)-8-((1r,2r)-2-hydroxy-2-methylcyclopentyl)-5-methylpyrido[2,3-d]pyrimidin-7(8H)-one